C(#N)C1(CC1)C1=NN(C2=C(C(=CC=C12)\C=C(\C(=O)NC=1C(=NC=C(C1C)F)C)/F)F)C1OCCCC1 (Z)-3-(3-(1-Cyanocyclopropyl)-7-fluoro-1-(tetrahydro-2H-pyran-2-yl)-1H-indazol-6-yl)-2-fluoro-N-(5-fluoro-2,4-dimethylpyridin-3-yl)acrylamide